6-AMINO-1H-PYRROLO[3,2-B]PYRIDINE-3-CARBALDEHYDE NC=1C=C2C(=NC1)C(=CN2)C=O